[(2R)-3-amino-2-fluoropropyl]phosphinic acid NC[C@H](CP(O)=O)F